(isopropylamino)-N-((4-methyl-2,5-dioxoimidazolidin-4-yl)methyl)-6-(1H-pyrazol-4-yl)quinoline-3-carboxamide C(C)(C)NC1=NC2=CC=C(C=C2C=C1C(=O)NCC1(NC(NC1=O)=O)C)C=1C=NNC1